CS(=O)(=O)O[C@@H]1C(N(CC1)CC1=CC=C(C=C1)C)=O (S)-1-(4-methylbenzyl)-2-oxopyrrolidin-3-yl methanesulfonate